ClC1=CC=C(C=C1)CNC(=O)NC1=CC=C(C=C1)C1CN(CC1)C(=O)OC(C)(C)C tert-butyl 3-[4-({[(4-chlorophenyl)methyl]carbamoyl}amino)phenyl]pyrrolidine-1-carboxylate